Cl.N1N=C(C2=NC=CC=C21)CN (1H-pyrazolo[4,3-b]pyridin-3-yl)methanamine hydrochloride